C(C=C)(=O)OC 1R-Methyl acrylate